pentafluorobenzimidazolesulfonyl chloride FC1C=CC=C2N(C(N(C21F)F)(S(=O)(=O)Cl)F)F